2-((5-(3-chloro-2-fluorobenzyl)-4-methylthiazol-2-yl)amino)-2-oxoethyl methylsulfamate CNS(OCC(=O)NC=1SC(=C(N1)C)CC1=C(C(=CC=C1)Cl)F)(=O)=O